6-chloro-2,3-dimethyl-3,5-dihydrospiro[imidazo[4,5-c][1,7]naphthyridine-4,3'-oxetane] ClC1=NC=CC=2C3=C(N(C(=N3)C)C)C3(COC3)NC12